7-acetyl-N-(5-cyanopyridin-2-yl)-6-((dimethylamino)methyl)-3,4-dihydro-1,8-naphthyridine-1(2H)-carboxamide C(C)(=O)C1=C(C=C2CCCN(C2=N1)C(=O)NC1=NC=C(C=C1)C#N)CN(C)C